CC1=C(C(=CC=C1)C)C=1N=C2NS(C3=CC=CC(C(N4CCCNCC(OC(C1)=N2)C4)=O)=C3)(=O)=O 12-(2,6-Dimethylphenyl)-15-oxa-8λ6-thia-1,9,11,18,23-pentaazatetracyclo[14.5.1.13,7.110,14]tetracosa-3(24),4,6,10,12,14(23)-hexaene-2,8,8-trione